Ethylene glycol dibromoisobutyrate (2-bromoisobutyrate) BrC(C(=O)OCCOC(C(CBr)(C)Br)=O)(C)C